S(C)(=O)(=O)O.C(C)(C)(C)C1=NC(=C(N1)C1=CC=C2C(=N1)N(C(=N2)N)CC(C)(C)C)C2=C(C=C(C=C2)F)F 5-[2-tert-butyl-5-(2,4-difluorophenyl)-3H-imidazol-4-yl]-3-(2,2-dimethylpropyl)-3H-imidazo[4,5-b]pyridin-2-ylamine mesylate